ClC1=NC=C(C(=O)NOCC)C(=C1)NC1=C(C=C(C=C1)N1CCCCC1)S(NC)(=O)=O 6-chloro-N-ethoxy-4-((2-(N-methylsulfamoyl)-4-(piperidin-1-yl)phenyl)amino)nicotinamide